(3-bromo-5-(3,5-dimethyl-1H-pyrazol-1-yl)phenyl)boronic acid BrC=1C=C(C=C(C1)N1N=C(C=C1C)C)B(O)O